C(C)(=O)N1CC=2N(CC1)C(=NC2C=2C=CC=C1C=C(N=CC21)C=2C=CC(=NC2)C(=O)NC(C)(\C=C\C2=C1CN(C(C1=CC=C2)=O)C2C(NC(CC2)=O)=O)C)CC (E)-5-(8-(7-acetyl-3-ethyl-5,6,7,8-tetrahydroimidazo[1,5-a]pyrazin-1-yl)isoquinolin-3-yl)-N-(4-(2-(2,6-dioxopiperidin-3-yl)-1-oxoisoindolin-4-yl)-2-methylbut-3-en-2-yl)picolinamide